4,4-dimethyl-1-(4-chlorophenyl)-1-penten-3-one CC(C(C=CC1=CC=C(C=C1)Cl)=O)(C)C